C(CCCCCCCCCCCC)C(C(CC(=O)OC1CC(NC(C1)(C)C)(C)C)(C(=O)OC1CC(NC(C1)(C)C)(C)C)CCCCCCCCCCCCC)(CC(=O)[O-])C(=O)[O-] Bis(2,2,6,6-Tetramethyl-4-piperidyl) di(tridecyl)-1,2,3,4-butanetetracarboxylate